N1=CC(=NC2=CC=CC=C12)S(=O)(=O)N Quinoxaline-3-sulfonamide